Tert-butyl 4-(3-(7-cyano-3,4-dihydroisoquinolin-2(1H)-yl)-1H-pyrazol-1-yl)piperidine-1-carboxylate C(#N)C1=CC=C2CCN(CC2=C1)C1=NN(C=C1)C1CCN(CC1)C(=O)OC(C)(C)C